(E)-N-((5-chloro-6-(2-(5-methylisoxazol-3-yl)vinyl)-1H-indol-2-yl)methyl)-1-methylcyclopropanecarboxamide ClC=1C=C2C=C(NC2=CC1\C=C\C1=NOC(=C1)C)CNC(=O)C1(CC1)C